C(C)(C)(C)OC(=O)N1C[C@H](N([C@@H](C1)C)C(=O)Cl)C (3R,5R)-4-(chlorocarbonyl)-3,5-dimethylpiperazine-1-carboxylic acid tert-butyl ester